tert-butyl (1S,4S)-1-(5-bromothiophen-2-yl)-2-oxa-5-azabicyclo[2.2.1]heptane-5-carboxylate BrC1=CC=C(S1)[C@@]12OC[C@@H](N(C1)C(=O)OC(C)(C)C)C2